5-Cyano-4-isopropyl-N-(1-(1-methyl-1H-pyrazol-4-yl)-1H-indazol-6-yl)nicotinamide C(#N)C=1C=NC=C(C(=O)NC2=CC=C3C=NN(C3=C2)C=2C=NN(C2)C)C1C(C)C